N[C@@H]1C[C@@H]2CC[C@H]3[C@@H]4CCC([C@@]4(C)CC[C@@H]3[C@]2(CC1)C)=O (3β,5α)-3-aminoandrostan-17-one